2,4-dichloro-5-(methoxymethyl)pyridine methyl-2-isopropyl-2,3-dihydro-1H-pyrrolo[3,4-c]pyridine-6-carboxylate COC(=O)C1=CC2=C(C=N1)CN(C2)C(C)C.ClC2=NC=C(C(=C2)Cl)COC